OC1(CCOCC1)C1=NN2C(C=CC=C2)=C1C#N (4-hydroxytetrahydro-2H-pyran-4-yl)pyrazolo[1,5-a]pyridine-3-carbonitrile